OCCCOC1=CC=C(C=C1)[C@@H]1CC[C@H](CC1)OC=1N=NNC1C(=O)O 4-(((trans)-4-(4-(3-hydroxypropoxy)phenyl)cyclohexyl)oxy)-1H-1,2,3-triazole-5-carboxylic acid